5-(8-((1R,2R)-2-(3-chloro-4-fluorophenyl)cyclopropyl)imidazo[1,2-b]pyridazin-6-yl)pyrimidine-2,4(1H,3H)-dione ClC=1C=C(C=CC1F)[C@H]1[C@@H](C1)C=1C=2N(N=C(C1)C=1C(NC(NC1)=O)=O)C=CN2